OC1=C(C=CC2=CC=C(C=C2)O)C=CC(=C1)O 2',4',4-Trihydroxystilben